(1R,2S,5S)-3-[(2S,3R)-2-amino-3-(cyclopropoxy)butanoyl]-6,6-dimethyl-3-azabicyclo[3.1.0]hexane-2-carboxylic acid N[C@H](C(=O)N1[C@@H]([C@H]2C([C@H]2C1)(C)C)C(=O)O)[C@@H](C)OC1CC1